NC1=C(C=C(OC2=CCN(C3=CC(=C(C=C23)C(=O)O)OC)C)C=C1)Cl 4-(4-amino-3-chlorophenoxy)-7-methoxy-N-methylquinoline-6-carboxylic acid